(S)-N-((2-(6-fluoropyridin-2-yl)-1,6-naphthyridin-7-yl)methyl)-3-(1-hydroxyethyl)-4-methylbenzamide FC1=CC=CC(=N1)C1=NC2=CC(=NC=C2C=C1)CNC(C1=CC(=C(C=C1)C)[C@H](C)O)=O